CC1CC(NN=C1C1=CC=CC=C1)=O 5-METHYL-6-PHENYL-4,5-DIHYDRO-2H-PYRIDAZIN-3-ONE